(1-(2,5-dimethoxy-4-(4-oxobutyl)phenyl)propan-2-yl)carbamic acid COC1=C(C=C(C(=C1)CCCC=O)OC)CC(C)NC(O)=O